C(=O)O.C(=O)O.N1N=CC(=C1)C=1C=CC(=C(C1)O)C1=CN=C(N=N1)N1CC(NCC1)CC(F)(F)F 5-(1H-pyrazol-4-yl)-2-{3-[3-(2,2,2-trifluoroethyl)piperazin-1-yl]-1,2,4-triazin-6-yl}phenol diformate